ethyl 7-(2,3-dichloro-6-methoxyphenyl)imidazo[1,2-a]pyridine-3-carboxylate ClC1=C(C(=CC=C1Cl)OC)C1=CC=2N(C=C1)C(=CN2)C(=O)OCC